1-(4-((4-((2-fluoro-4-((2-(thiazol-2-ylamino)pyridin-4-yl)oxy)phenyl)amino)-7-(methoxy-d3)quinazolin-6-yl)amino)piperidin-1-yl)prop-2-en-1-one FC1=C(C=CC(=C1)OC1=CC(=NC=C1)NC=1SC=CN1)NC1=NC=NC2=CC(=C(C=C12)NC1CCN(CC1)C(C=C)=O)OC([2H])([2H])[2H]